2-(1-(4-amino-3-(2,3-difluoro-4-methoxyphenyl)-1H-pyrazolo[3,4-d]pyrimidin-1-yl)ethyl)-5-chloro-3-(piperidin-1-yl)quinazolin-4(3H)-one NC1=C2C(=NC=N1)N(N=C2C2=C(C(=C(C=C2)OC)F)F)C(C)C2=NC1=CC=CC(=C1C(N2N2CCCCC2)=O)Cl